NCC#CC1=C(C=CC=C1)[C@@H](C)N1C(OC2=C1C=C(C(=C2)S(=O)(=O)NC2=NC=NS2)Cl)=O (R)-3-(1-(2-(3-aminoprop-1-yn-1-yl)phenyl)ethyl)-5-chloro-2-oxo-N-(1,2,4-thiadiazol-5-yl)-2,3-dihydrobenzo[d]oxazole-6-sulfonamide